tert-butyl (4-(7-(3-(2,3-dihydrobenzo[b][1,4]dioxin-6-yl)-2-methylphenyl)imidazo[1,2-a]pyridin-3-yl)-2,6-dimethoxybenzyl)prolinate O1C2=C(OCC1)C=C(C=C2)C=2C(=C(C=CC2)C2=CC=1N(C=C2)C(=CN1)C1=CC(=C(CN2[C@@H](CCC2)C(=O)OC(C)(C)C)C(=C1)OC)OC)C